C(C(C=C)O)O but-3-ene-1,2-diol